N[C@@H](CS(=O)(O)=O)C(=O)O Cysteic acid